6-fluoro-1H-indol-4-ol FC=1C=C(C=2C=CNC2C1)O